5-methyloxy-pyrrolo[3,2-b]pyridine COC1=CC=C2C(=N1)C=CN2